N-methyl-N-(3-phenylimidazo[1,2-a]pyridin-6-yl)methanesulfonamide CN(S(=O)(=O)C)C=1C=CC=2N(C1)C(=CN2)C2=CC=CC=C2